triphenylsulfonium 4-(ethoxycarbonyl)-2-hydroxybenzenesulfonate C(C)OC(=O)C1=CC(=C(C=C1)S(=O)(=O)[O-])O.C1(=CC=CC=C1)[S+](C1=CC=CC=C1)C1=CC=CC=C1